C(C)(C)(C)OC(=O)N1CC2(C1)CN(C2)C2C(CNCC2)C2=C(C=CC=C2)C(C)C 6-(3-(2-Isopropylphenyl)piperidin-4-yl)-2,6-diazaspiro[3.3]heptane-2-carboxylic acid tert-butyl ester